(S)-2-((methoxy-d3)methyl)-2-(methyl-d3)-7-(benzenesulfonyl)-1,2,4,7-tetrahydro-3H-pyrrolo[3',2':5,6]pyrido[3,4-b]pyrazin-3-one C(OC[C@@]1(NC2=C(NC1=O)C=NC1=C2C=CN1S(=O)(=O)C1=CC=CC=C1)C([2H])([2H])[2H])([2H])([2H])[2H]